N-Methylcyclohexylaminodisilan CN(C1CCCCC1)[SiH2][SiH3]